COC1=C(CNC(=O)C2(CCOCC2)N(C(C#C[Si](C(C)C)(C(C)C)C(C)C)=O)C2=CC(=CC(=C2)C)CF)C=CC(=C1)OC N-(2,4-dimethoxybenzyl)-4-(N-(3-(fluoromethyl)-5-methylphenyl)-3-(triisopropylsilyl)propiolamido)tetrahydro-2H-pyran-4-carboxamide